C(C)OC(C1=C(C(=CC(=C1)[N+](=O)[O-])F)C1=CN=C(S1)C1CCC1)=O (2-cyclobutyl-1,3-thiazol-5-yl)-3-fluoro-5-nitrobenzoic acid ethyl ester